N1CC(C1)N1N=CC2=CC=CC=C12 1-(azetidin-3-yl)indazol